N-(4-(2-(3-Aminophenyl)-3H-imidazo[4,5-b]pyridin-7-yl)-2-fluorobenzyl)-3-(tert-butyl)-1,2,4-oxadiazole-5-carboxamide NC=1C=C(C=CC1)C1=NC=2C(=NC=CC2C2=CC(=C(CNC(=O)C3=NC(=NO3)C(C)(C)C)C=C2)F)N1